ClC1=CC=C(C=C1)[C@H]([C@@H]1[C@H]([C@H]([C@@H](C1)N1N=CC\2=C1NC=N/C2=N/N)O)O)F (1S,2R,3S,5R)-3-((S)-(4-chlorophenyl)fluoromethyl)-5-((E)-4-hydrazineylidene-4,7-dihydro-1H-pyrazolo[3,4-d]pyrimidin-1-yl)cyclopentane-1,2-diol